3-(2-Acetamido-4-diethylaminophenyl)-3-(1-propylindol-3-yl)-4-azaphthalide C(C)(=O)NC1=C(C=CC(=C1)N(CC)CC)C1(OC(=O)C2=CC=CN=C12)C1=CN(C2=CC=CC=C12)CCC